4-(4-aminopiperidin-1-yl)-3-[5-(azetidin-1-yl)-1H-imidazo[4,5-b]pyridin-2-yl]-5-(3-fluoro-5-methylphenyl)pyridin-2-amine NC1CCN(CC1)C1=C(C(=NC=C1C1=CC(=CC(=C1)C)F)N)C=1NC=2C(=NC(=CC2)N2CCC2)N1